N-(3-(Methylsulfonyl)-4-(1H-1,2,3-triazol-1-yl)phenyl)-1-(chinolin-5-yl)-5-(trifluoromethyl)-1H-pyrazol-4-carboxamid CS(=O)(=O)C=1C=C(C=CC1N1N=NC=C1)NC(=O)C=1C=NN(C1C(F)(F)F)C1=C2C=CC=NC2=CC=C1